1-benzyl 3-methyl 4-[(7-chloro-1,6-naphthyridin-2-yl)amino]piperidine-1,3-dicarboxylate ClC1=NC=C2C=CC(=NC2=C1)NC1C(CN(CC1)C(=O)OCC1=CC=CC=C1)C(=O)OC